(R)-2-fluoro-4-(5-(1-methyl-1H-indazol-5-yl)-1-((1-methylpiperidin-3-yl)methyl)-1H-pyrrolo[2,3-c]pyridin-4-yl)benzonitrile FC1=C(C#N)C=CC(=C1)C1=C2C(=CN=C1C=1C=C3C=NN(C3=CC1)C)N(C=C2)C[C@H]2CN(CCC2)C